C(=O)[C@@H]1CN(CCC1)C(=O)OCC1=CC=CC=C1 benzyl (S)-3-formylpiperidine-1-carboxylate